3,4-dichlorohexafluoroadipic acid ClC(C(C(=O)O)(F)F)(C(C(C(=O)O)(F)F)(Cl)F)F